2-Amino-7-bromoquinoline-3-carbonitrile NC1=NC2=CC(=CC=C2C=C1C#N)Br